ClC1=C(C=CC(=C1NC=1C(=C2C(N(C=NC2=CC1)C)=O)Cl)F)NS(=O)(=O)N1CC(C1)F N-(2-chloro-3-((5-chloro-3-methyl-4-oxo-3,4-dihydroquinazolin-6-yl)amino)-4-fluorophenyl)-3-fluoroazetidine-1-sulfonamide